C(C)(C)(C)OC(=O)N1C2CC2\C(\CC1)=C/C1=NC2=C(N1CC1=CN=CS1)C=C(C=C2)C(=O)OC Methyl (Z)-2-((2-(tert-butoxycarbonyl)-2-azabicyclo[4.1.0]heptan-5-ylidene)methyl)-1-(thiazol-5-ylmethyl)-1H-benzo[d]imidazole-6-carboxylate